6-chloro-8-((1S,2S)-2-(3-chloro-1-(2,2,2-trifluoroethyl)-1H-indazol-6-yl)cyclopropyl)imidazo[1,2-b]pyridazine ClC=1C=C(C=2N(N1)C=CN2)[C@@H]2[C@H](C2)C2=CC=C1C(=NN(C1=C2)CC(F)(F)F)Cl